2-((5-(2-(6-(Dimethylamino)-5-hydroxy-2-methylhex-3-yl)-2,6-diazaspiro[3.4]oct-6-yl)-1,2,4-triazin-6-yl)oxy)-5-fluoro-N,N-diisopropylbenzamide CN(CC(CC(C(C)C)N1CC2(C1)CN(CC2)C=2N=CN=NC2OC2=C(C(=O)N(C(C)C)C(C)C)C=C(C=C2)F)O)C